OC1CN(C1)C(=O)C=1C=NC(=NC1)N1CCN(CC1)C(=O)C1=CC=C(C=C1)C1=NC2=C(N1)C=CC=C2C(=O)N 2-(4-(4-(5-(3-hydroxyazetidine-1-carbonyl)pyrimidin-2-yl)piperazine-1-carbonyl)phenyl)-1H-benzo[d]imidazole-4-carboxamide